2-chloro-4-(1-(3,4,5-trimethoxyphenyl)-1H-imidazol-4-ylamino)-5H-pyrrolo[3,4-d]pyrimidine-6(7H)-carboxylate ClC=1N=C(C2=C(N1)CN(C2)C(=O)[O-])NC=2N=CN(C2)C2=CC(=C(C(=C2)OC)OC)OC